C(C)(C)N1C=NC(=C1)C(=O)N 1-isopropyl-1H-imidazole-4-amide